1-fluoro-1-nonene FC=CCCCCCCC